N1(CCOCC1)C1=NC2=C(N=CC=C2C(=C1)C(=O)N)C=1N(N=CC1)C1OCCCC1 2-morpholin-4-yl-8-[2-(tetrahydropyran-2-yl)-2H-pyrazol-3-yl]-[1,7]naphthyridine-4-carboxamide